N1(CCC1)C1=NC=CC(=N1)COC1=CC=C(C=C1)C(C)(C)C1=CC=C(OCCCNC(OC(C)(C)C)=O)C=C1 tert-butyl (3-(4-(2-(4-((2-(azetidin-1-yl)pyrimidin-4-yl)methoxy) phenyl)propan-2-yl)phenoxy)propyl)carbamate